ClC1=C(C=C(N=N1)N(C=1SC=C(N1)C(=O)OCC)C)C ethyl 2-[(6-chloro-5-methylpyridazin-3-yl)(methyl)amino]-1,3-thiazole-4-carboxylate